N-(4-aminobenzyl)-N-(3-(benzo[d][1,3]dioxol-5-yl)-3-(2-methoxyphenyl)propyl)-2,2,2-trifluoroacetamide NC1=CC=C(CN(C(C(F)(F)F)=O)CCC(C2=C(C=CC=C2)OC)C2=CC3=C(OCO3)C=C2)C=C1